4-methoxy-3-(N-(2-(4-methoxypiperidin-1-yl)-5-(trifluoromethyl)phenyl)sulfamoyl)benzoic acid COC1=C(C=C(C(=O)O)C=C1)S(NC1=C(C=CC(=C1)C(F)(F)F)N1CCC(CC1)OC)(=O)=O